neopentyl glycol hydroxy-pivalate diacrylate C(C=C)(=O)O.C(C=C)(=O)O.OCC(C(=O)O)(C)C.OCC(C)(CO)C